N-(4-(4-amino-7-methyl-7H-pyrrolo[2,3-d]pyrimidin-5-yl)-3-methylphenyl)-2-(2-fluorophenyl)acetamide NC=1C2=C(N=CN1)N(C=C2C2=C(C=C(C=C2)NC(CC2=C(C=CC=C2)F)=O)C)C